ClC=1C=C(C=NC1N1N=CC=N1)NC(=O)C=1C=NN(C1C(F)(F)F)C1=CC(=CC=C1)F N-(5-chloro-6-(2H-1,2,3-triazol-2-yl)pyridin-3-yl)-1-(3-fluorophenyl)-5-(trifluoromethyl)1H-pyrazole-4-carboxamide